methyl-L-homocysteine CN[C@@H](CCS)C(=O)O